CC(C)(C1=CC(=C(C=C1C)OCCO)C1CCCCC1)C1=CC(=CC=C1)C(C)(C)C1=CC(=C(C=C1C)OCCO)C1CCCCC1 1,3-bis[1-methyl-1-{4-(2-hydroxyethoxy)-3-cyclohexyl-6-methylphenyl}ethyl]benzene